(1-methyl-1H-pyrazol-3-yl)-1,3,4-thiadiazol-2-amine CN1N=C(C=C1)C1=NN=C(S1)N